ClC1=C(C(=O)NC2CCN(CC2)C(=O)[C@H]2NC[C@@H](C2)O)C=CC(=C1)NC=1C=2N(C=CN1)C(=CN2)C=2C(=NNC2)C(F)(F)F 2-chloro-N-[1-[(2S,4R)-4-hydroxypyrrolidine-2-carbonyl]piperidin-4-yl]-4-[[3-[3-(trifluoromethyl)-1H-pyrazol-4-yl]imidazo[1,2-a]pyrazin-8-yl]amino]benzamide